(E)-3-(2-(2-cyclopentyl-2-phenylacetamido)phenyl)-N-hydroxyacrylamide C1(CCCC1)C(C(=O)NC1=C(C=CC=C1)/C=C/C(=O)NO)C1=CC=CC=C1